C(CCCN1N=C(C=C1C(=O)NC1=CC(=CC=C1)C#C)C1=CC=NC=C1)N1N=C(C=C1C(=O)NC1=CC(=CC=C1)C#C)C1=CC=NC=C1 1,1'-(butane-1,4-diyl)bis(N-(3-ethynylphenyl)-3-(pyridin-4-yl)-1H-pyrazole-5-carboxamide)